methyl (R)-6-chloro-3-((1-(2-(2,3-difluorophenyl)-3,6-dimethyl-4-oxo-3,4-dihydroquinazolin-8-yl)ethyl)amino)picolinate ClC1=CC=C(C(=N1)C(=O)OC)N[C@H](C)C=1C=C(C=C2C(N(C(=NC12)C1=C(C(=CC=C1)F)F)C)=O)C